(R)-3-(1-((7-methoxy-2-methyl-6-(4-(2-oxopyrrolidin-1-yl)piperidin-1-yl)quinazoline-4-yl)amino)ethyl)-2-methylbenzonitrile COC1=C(C=C2C(=NC(=NC2=C1)C)N[C@H](C)C=1C(=C(C#N)C=CC1)C)N1CCC(CC1)N1C(CCC1)=O